butyl acrylate methyl-methacrylate COC(C(=C)C)=O.C(C=C)(=O)OCCCC